COC1=NC=CC(=C1)S(=O)(=O)N1CCC2(CCC(C2)N2CC3(COC3)C2)CC1 6-(8-((2-methoxypyridin-4-yl)sulfonyl)-8-azaspiro[4.5]dec-2-yl)-2-oxa-6-azaspiro[3.3]heptane